C(C)(C)(C)OC(=O)N1CCC(CC1)NCC1=CC(=NC2=CC(=CC=C12)Br)NN1C(C(=C(C1=O)C)C)=O.C(C(C(C(C(C(C(C(C(C(C(C(C(C([2H])([2H])[2H])([2H])[2H])([2H])[2H])([2H])[2H])([2H])[2H])([2H])[2H])([2H])[2H])([2H])[2H])([2H])[2H])([2H])[2H])([2H])[2H])([2H])[2H])([2H])[2H])(=O)O myristic acid-d27 tert-butyl-4-[({2-[(3,4-dimethyl-2,5-dioxoazolinyl)amino]-7-bromo-4-quinolyl}methyl)amino]piperidinecarboxylate